5-[6,6-dimethyl-4-(morpholin-4-yl)-8,9-dihydro-6H-[1,4]oxazino[4,3-e]purin-2-yl]pyrimidin-2-amine CC1(OCCN2C=3N=C(N=C(C3N=C21)N2CCOCC2)C=2C=NC(=NC2)N)C